ClC1=C(C=CC=C1Cl)C1=CN=C2N1C=CN=C2N2CCC(CC2)(N)C 1-(3-(2,3-dichlorophenyl)imidazo[1,2-a]pyrazin-8-yl)-4-methylpiperidin-4-amine